ClC1=CC=CC=2NC(=NC21)C(NC(=O)C=2C(=NOC2)C)C2CCCCCCC2 N-[(4-chloro-1H-benzimidazol-2-yl)(cyclooctyl)methyl]-3-methylisoxazole-4-carboxamide